(S)-N-((4-bromothiophen-2-yl)methyl)-7-((4-(4-fluorophenoxy)benzoyl)glycyl)-1,4-dioxa-7-azaspiro[4.4]nonane-8-carboxamide BrC=1C=C(SC1)CNC(=O)[C@H]1N(CC2(OCCO2)C1)C(CNC(C1=CC=C(C=C1)OC1=CC=C(C=C1)F)=O)=O